C(C)C1(CC(=NO1)S(=O)(=O)C)C 5-ethyl-5-methyl-3-(methylsulfonyl)-4,5-dihydroisoxazole